1-isopropyl-3,5-dimethyl-4-(4,4,5,5-tetra-methyl-1,3,2-dioxaborolan-2-yl)pyrazole C(C)(C)N1N=C(C(=C1C)B1OC(C(O1)(C)C)(C)C)C